CC12OCCC1C1(CCCC(C1CC2)(C)C)C 3a,6,6,9a-tetramethyl-dodecahydronaphtho[2,1-b]furan